2',3',5'-O-triacetyl-uridine C(C)(=O)[C@@]1([C@@H](O[C@@H]([C@]1(O)C(C)=O)COC(C)=O)N1C(=O)NC(=O)C=C1)O